4-(7-((R)-3-aminopiperidin-1-yl)-3-(2-fluoro-4-(3-methoxypyrrolidin-1-yl)phenyl)-3H-imidazo[4,5-b]pyridin-2-yl)-2-fluorobenzonitrile N[C@H]1CN(CCC1)C1=C2C(=NC=C1)N(C(=N2)C2=CC(=C(C#N)C=C2)F)C2=C(C=C(C=C2)N2CC(CC2)OC)F